[Na+].[Na+].[Na+].N#CC(=O)[O-].N#CC(=O)[O-].N#CC(=O)[O-] Nitriloacetic acid, Trisodium salt